C1(CC1)C=1C(=C2C(C(N(C2=C(C1)F)C=1C(N(C=C(C1)C)CCCC(=O)O)=O)=O)(C)C)F 4-(3-(5-cyclopropyl-4,7-difluoro-3,3-dimethyl-2-oxoindolin-1-yl)-5-methyl-2-oxopyridin-1(2H)-yl)butanoic acid